tertbutyl (S)-5-(((4-bromo-5-methylisoxazol-3-yl)oxy)methyl)-2,2-dimethylmorpholine-4-carboxylate BrC=1C(=NOC1C)OC[C@@H]1COC(CN1C(=O)OC(C)(C)C)(C)C